C(CCCC)C1(C=C(C(=O)OCCCC)C(=O)OCCCC)CC=CC=C1 di-n-butyl (1-n-pentylbenzylidene)malonate